ClC1=C(C=C(C=C1)F)C1NC(C=2C3=C(C=C(C12)NC(C1=CC(=CC(=C1)C(F)(F)F)F)=O)C=CC=C3)=O N-(3-(2-chloro-5-fluorophenyl)-1-oxo-2,3-dihydro-1H-benzo[e]isoindol-4-yl)-3-fluoro-5-(trifluoromethyl)benzamide